(5-bromo-3-nitropyridin-2-yl)(2-chloro-5-fluorophenyl)methanone BrC=1C=C(C(=NC1)C(=O)C1=C(C=CC(=C1)F)Cl)[N+](=O)[O-]